Cl.FC1([C@H](CN(CC1)C(C(=O)NC1=NC=C(C=C1)CC1=NC=CC=C1)C)C1=CNC(C=C1)=O)F 2-((S)-4,4-difluoro-3-(6-oxo-1,6-dihydropyridin-3-yl)piperidin-1-yl)-N-(5-(pyridin-2-ylmethyl)pyridin-2-yl)propanamide hydrochloride